O-(5-amino-2-cyclopropylbenzo[d]oxazol-6-yl)-N-(tert-butoxycarbonyl)-L-serine NC=1C(=CC2=C(N=C(O2)C2CC2)C1)OC[C@H](NC(=O)OC(C)(C)C)C(=O)O